FC=1C=CC2=C(N=C(S2)C=2C=C(C=NC2)N)C1 5-(5-fluorobenzo[d]thiazol-2-yl)pyridin-3-amine